((6-methoxy-1,2-dimethyl-1,2,3,4-tetrahydroisoquinolin-7-yl)amino)-5-((3-methylpyridin-2-yl)amino)-1,2,4-triazine-6-carboxamide COC=1C=C2CCN(C(C2=CC1NC=1N=NC(=C(N1)NC1=NC=CC=C1C)C(=O)N)C)C